[Ca].C(C)(C)(C)C=1C=C(CCCOP(O)(O)=O)C=C(C1O)C(C)(C)C (3,5-di-tert-butyl-4-hydroxy-benzyl-monoethyl-phosphoric acid) calcium